4-(1-Fluorocyclopropyl)-6-(trifluoromethyl)phthalazin-1(2H)-one FC1(CC1)C1=NNC(C2=CC=C(C=C12)C(F)(F)F)=O